tert-butyl 3-hydroxyazocane-1-carboxylate OC1CN(CCCCC1)C(=O)OC(C)(C)C